C(C)(C)(C)OC(=O)C1CN=CCO1 [1,4]Oxazine-6(5H)-carboxylic acid tert-butyl ester